C(C)(=O)N(NC(=O)OC(C)(C)C)C tert-butyl 2-acetyl-2-methylhydrazine-1-carboxylate